2-(2-Hydroxyethoxy)ethylstearat OCCOCCOC(CCCCCCCCCCCCCCCCC)=O